N-(3-sulfopropyl)-3-methoxy-5-methylaniline S(=O)(=O)(O)CCCNC1=CC(=CC(=C1)C)OC